4-methoxy-1H-1,3-benzodiazole-5-carboxamide COC1=C(C=CC=2NC=NC21)C(=O)N